CC1=NC(=CC=C1N1N=NC(=C1)C(=O)NCC1=NOC(=C1)C1=CC=NC=C1)C 1-(2,6-dimethylpyridin-3-yl)-N-((5-(pyridin-4-yl)isoxazol-3-yl)methyl)-1H-1,2,3-triazole-4-carboxamide